N-Boc-indole-3-carboxylic acid methyl ester COC(=O)C1=CN(C2=CC=CC=C12)C(=O)OC(C)(C)C